methyl 1-(3-((2-methoxyethyl)amino)-4-nitrophenyl)cyclopropane-1-carboxylate COCCNC=1C=C(C=CC1[N+](=O)[O-])C1(CC1)C(=O)OC